C(C)OC(=O)NC(N(CCOC1(CCC1)C(F)(F)F)C1=C(NC=C1)C(=O)OCC)=S Ethyl 3-(3-(ethoxycarbonyl)-1-(2-(1-(trifluoromethyl) cyclobutoxy) ethyl) thioureido)-1H-pyrrole-2-carboxylate